1-{[1,1'-biphenyl]-4-sulfonyl}-2-methyl-N-[4-(trifluoromethoxy)phenyl]piperidin-4-amine C1(=CC=C(C=C1)S(=O)(=O)N1C(CC(CC1)NC1=CC=C(C=C1)OC(F)(F)F)C)C1=CC=CC=C1